N-butyl-N-pentylpyrrolinium C(CCC)[N+]1(C=CCC1)CCCCC